4-n-Hexyloxybenzaldehyde C(CCCCC)OC1=CC=C(C=O)C=C1